(S)-2-(4-(5-cyano-6-oxo-1,6-dihydropyridine-3-carbonyl)-3,3-dimethylpiperazin-1-yl)-N-(5-(4-fluorophenoxy)pyridin-2-yl)propanamide C(#N)C1=CC(=CNC1=O)C(=O)N1C(CN(CC1)[C@H](C(=O)NC1=NC=C(C=C1)OC1=CC=C(C=C1)F)C)(C)C